C(CC)OC(C(C(=O)OCCC)(CCCCCC)CCCCCC)=O dihexylmalonic acid dipropyl ester